N,3-dimethyl-5,6-dihydro-4H-cyclopenta[b]thiophen-5-amine hydrochloride Cl.CNC1CC2=C(SC=C2C)C1